FC1([C@H]2[C@@H]([C@H]2CC1)NC(=O)NCC1=CC(=NC=C1)OC(F)F)F (1R,5S,6R)-[(1R,5S,6R)-2,2-difluoro-6-bicyclo[3.1.0]hexanyl]-3-[[2-(difluoromethoxy)pyridin-4-yl]methyl]urea